CNCCC[SiH](OC)OC methylaminopropyl-dimethoxysilane